CN(C1[N+](C=CC(N1C)C)(C)CC(=O)O)C 2-dimethylamino-4-methylcarboxymethyl-1,3-dimethyl-1,4-dihydropyrimidinium